[Pd](Cl)Cl.[Pd].C1(=CC=CC=C1)P(C1=CC=CC=C1)C1=CC=CC=C1.C1(=CC=CC=C1)P(C1=CC=CC=C1)C1=CC=CC=C1.C1(=CC=CC=C1)P(C1=CC=CC=C1)C1=CC=CC=C1.C1(=CC=CC=C1)P(C1=CC=CC=C1)C1=CC=CC=C1 tetrakistriphenyl-Phosphine palladium palladium dichloride